4-fluoro-6-(4-methylpiperazin-1-yl)benzo[b]thiophene-2-carboxylic acid ethyl ester C(C)OC(=O)C1=CC2=C(S1)C=C(C=C2F)N2CCN(CC2)C